NC(=S)SCCC(S(=O)(=O)C)C1=CC=C(C=C1)OC 4-methoxyphenyl-[3-(methylsulfonyl) propyl] aminodithioformate